N-{[(2R,6S)-2,6-dimethyl-1-piperidinyl]carbonyl}-4-methyl-L-leucyl-N-[(1R)-1-carboxylatopentyl]-1-(methoxycarbonyl)-D-tryptophanamide C[C@H]1N([C@H](CCC1)C)C(=O)N[C@@H](CC(C)(C)C)C(=O)N[C@H](CC1=CN(C2=CC=CC=C12)C(=O)OC)C(=O)N[C@H](CCCC)C(=O)[O-]